methyl 2-(2-methyl-5-((2-methylthiazol-5-yl)methoxy)benzofuran-3-carboxamido)-3-(1H-1,2,4-triazol-1-yl)propanoate CC=1OC2=C(C1C(=O)NC(C(=O)OC)CN1N=CN=C1)C=C(C=C2)OCC2=CN=C(S2)C